7-cyclohexadecen-1-on C1(CCCCCC=CCCCCCCCC1)=O